6-(4-chlorophenyl)-2-(5-fluoropyridin-3-yl)-3-oxo-N-(3,3,3-trifluoro-2-hydroxypropyl)-2,3-dihydropyridazine-4-carboxamide ClC1=CC=C(C=C1)C=1C=C(C(N(N1)C=1C=NC=C(C1)F)=O)C(=O)NCC(C(F)(F)F)O